3-amino-6-chloro-4-cyclopropylpicolinamide NC=1C(=NC(=CC1C1CC1)Cl)C(=O)N